CC1(N(CCC2=CC(=CC=C12)B1OC(C(O1)(C)C)(C)C)C)C 1,1,2-trimethyl-6-(4,4,5,5-tetramethyl-1,3,2-dioxaborolan-2-yl)-3,4-dihydroisoquinoline